C(C)(C)(C)N1C(N(C2=C(C1)C1=C(N=C2)N(C=C1)S(=O)(=O)C1=CC=CC=C1)C)=O 2-(tert-butyl)-4-methyl-7-(phenylsulfonyl)-1,2,4,7-tetrahydro-3H-pyrrolo[3',2':5,6]pyrido[3,4-d]pyrimidin-3-one